ClCCN1[C@H](CCC1)C(=O)N([C@@H](C(C)C)C(=O)OC(C)(C)C)C tert-butyl N-((2-chloroethyl)-D-prolyl)-N-methyl-L-valinate